2-(2,6-diphenylpyridin-4-yl)-3,4,5,6-tetrakis(5H-pyrido[3,2-b]indol-5-yl)benzonitrile C1(=CC=CC=C1)C1=NC(=CC(=C1)C1=C(C#N)C(=C(C(=C1N1C2=C(C=3C=CC=CC13)N=CC=C2)N2C1=C(C=3C=CC=CC23)N=CC=C1)N1C2=C(C=3C=CC=CC13)N=CC=C2)N2C1=C(C=3C=CC=CC23)N=CC=C1)C1=CC=CC=C1